(1S,2R,3R,4R,5S)-4-[[3-fluoro-4-(trifluoromethyl)-2-pyridyl]amino]-1-(hydroxymethyl)-6,8-dioxabicyclo[3.2.1]octane-2,3-diol FC=1C(=NC=CC1C(F)(F)F)N[C@@H]1[C@H]([C@H]([C@@]2(CO[C@H]1O2)CO)O)O